COC(C(C=O)C=1SC=C(C1)C=1C2=C(SC1)C=CC=C2)=O (4-(benzo[b]thiophen-3-yl)thiophen-2-yl)-3-oxopropanoic acid methyl ester